ethyl [1-(6-{[4-ethyl-5-(4-fluorophenyl)-1-methyl-1H-pyrazol-3-yl]amino}pyrimidin-4-yl)-3,5-dimethyl-1H-pyrazol-4-yl]acetate C(C)C=1C(=NN(C1C1=CC=C(C=C1)F)C)NC1=CC(=NC=N1)N1N=C(C(=C1C)CC(=O)OCC)C